C1=CC=CC=2C3=CC=CC=C3C(C12)COC(=O)N[C@H](C(=O)O)CC1=NN(C=2CCCCC12)C(C1=CC=CC=C1)(C1=CC=CC=C1)C1=CC=CC=C1 (S)-2-((((9H-fluoren-9-yl)methoxy)carbonyl)amino)-3-(1-trityl-4,5,6,7-tetrahydro-1H-indazol-3-yl)propanoic acid